(1S,2R)-2-methyl-N-(8-((methyl-d3)amino)-5-(5-((S)-2-methylmorpholino)benzo[d]oxazol-2-yl)-2,7-naphthyridin-3-yl)cyclopropane-1-carboxamide C[C@H]1[C@H](C1)C(=O)NC=1N=CC2=C(N=CC(=C2C1)C=1OC2=C(N1)C=C(C=C2)N2C[C@@H](OCC2)C)NC([2H])([2H])[2H]